2-(4-(2-(3,4-dimethoxyphenyl)-3-methyl-1H-indol-5-yl)piperidin-1-yl)-N,N-dimethylpropan-1-amine COC=1C=C(C=CC1OC)C=1NC2=CC=C(C=C2C1C)C1CCN(CC1)C(CN(C)C)C